9H-carbazole-3,6-dinitrile C1=CC(=CC=2C3=CC(=CC=C3NC12)C#N)C#N